C(C=C)OCC(C(=O)OC(C)(C)C)=C t-butyl α-allyloxymethylacrylate